C(C#CC)N[C@@H]1CN(CC1)C1=CC(C(N=C1)=O)=O (S)-5-(3-but-2-ynylaminopyrrolidin-1-yl)-2,3-dioxo-pyridine